(E)-2-(1,2-bis(2-tolyl)vinyl)quinoline C1(=C(C=CC=C1)/C(=C\C1=C(C=CC=C1)C)/C1=NC2=CC=CC=C2C=C1)C